[Mg+2].NCCS(=O)(=O)[O-].NCCS(=O)(=O)[O-] taurate magnesium